BrC=1C(=NC(N([C@H]2[C@H](O)[C@H](O)[C@@H](CO)O2)C1)=O)N 5-bromo-cytidine